3-((8,8-dimethyl-1-oxaspiro[4.5]dec-2-yl)oxy)propan-1-ol CC1(CCC2(CCC(O2)OCCCO)CC1)C